OC=1C=C(CO[C@@H](C(=O)N[C@@H](C)C2=CC=C(C(=O)O)C=C2)C(C)C)C=CC1 4-((S)-1-((R)-2-((3-hydroxybenzyl)oxy)-3-methylbutanamido)ethyl)-benzoic acid